1-{2-[4-(dimethylamino)-1H-1,2,3-triazol-1-yl]acetyl}-4-fluoro-N-{[6-fluoro-5-(propan-2-yl)pyridin-2-yl](phenyl)methyl}pyrrolidine-2-carboxamide CN(C=1N=NN(C1)CC(=O)N1C(CC(C1)F)C(=O)NC(C1=CC=CC=C1)C1=NC(=C(C=C1)C(C)C)F)C